OC12OC3=C(C1(C(C1=CC=CC(=C12)[N+](=O)[O-])=O)O)C=CC(=C3)OC(F)(F)F 4b,9b-dihydroxy-4-nitro-7-(trifluoromethoxy)-4b,9b-dihydro-10H-indeno[1,2-b]benzofuran-10-one